O1COC=2C=CC=3CCO[C@H](C3C21)CNC (R)-1-(6,9-dihydro-7H-[1,3]dioxolo[4,5-H]isochromen-9-yl)-N-methylmethylamine